ClC1=C(C=CC=C1NC1=NC=C(N=C1)C)[C@@]1(CC(N(C(N1)=N)C1CCOCC1)=O)C (6S)-6-{2-Chloro-3-[(5-methyl-pyrazin-2-yl)amino]phenyl}-2-imino-6-methyl-3-(tetrahydro-pyran-4-yl)hexahydropyrimidin-4-one